CC1=C(C(CC1)=O)C(C)CCC=CCCC 3-methyl-2-(non-5-en-2-yl)cyclopent-2-en-1-one